ClC=1C(=NC(=CC1)Cl)CC(=O)O 2-(3,6-dichloropyridin-2-yl)acetic acid